4-[(2,8-dimethyl-[1,2,4]triazolo[1,5-a]pyridin-6-yl)methyl]-1-methyl-cyclohexanecarboxylic acid CC1=NN2C(C(=CC(=C2)CC2CCC(CC2)(C(=O)O)C)C)=N1